N-[(1r,3S)-3-{[(2'-cyclobutyl-3'-fluoro-5-{1-[(methanesulfonyl)amino]-2-methyl-1-oxopropan-2-yl}[1,1'-biphenyl]-2-yl)oxy]methyl}cyclobutyl]-1,4,4-trimethyl-L-prolinamide C1(CCC1)C1=C(C=CC=C1F)C1=C(C=CC(=C1)C(C(=O)NS(=O)(=O)C)(C)C)OCC1CC(C1)NC([C@H]1N(CC(C1)(C)C)C)=O